O=C1C(O)=C(O)[C@H](O1)[C@@H](O)CO.C1([C@@H](O)[C@H](O)[C@H](O)CO1)[Na] D-arabinosyl-sodium ascorbate